4-(4-(3-toluenesulfonylureido)phenylsulfonylamino)benzoic acid ethyl ester C(C)OC(C1=CC=C(C=C1)NS(=O)(=O)C1=CC=C(C=C1)NC(=O)NS(=O)(=O)CC1=CC=CC=C1)=O